ClC1=CC(=NC=C1Cl)C(=O)N1CC=2C(=NN3C2C(N(C[C@H]3C)C(C)C=3C=NC(=CC3)C(C)(C)O)=O)C[C@H]1C |r| Racemic-(3r,7r)-2-(4,5-dichloropyridyl-formyl)-9-(1-(6-(2-hydroxypropan-2-yl)pyridin-3-yl)ethyl)-3,7-dimethyl-1,2,3,4,8,9-hexahydropyrido[4',3':3,4]pyrazolo[1,5-a]pyrazin-10(7H)-one